5-(5-(5-(trifluoromethyl)-1,2,4-oxadiazol-3-yl)pyridin-2-yl)-2,5-diazabicyclo[2.2.1]heptan-2-ium trifluoroacetate FC(C(=O)[O-])(F)F.FC(C1=NC(=NO1)C=1C=CC(=NC1)N1C2C[NH2+]C(C1)C2)(F)F